OCC[N+](C)(C)C.C(C(=C)C)(=O)O methacrylic acid choline